COC1=CC2=C(N=C(S2)C2=C3N=CC(=NC3=CC(=C2)C)COC)C(=C1)CN(C)C 1-(6-methoxy-2-(2-(methoxymethyl)-7-methylquinoxalin-5-yl)benzo[d]thiazol-4-yl)-N,N-dimethylmethylamine